C(#N)C=1C=C(C=CC1)N1N=C(C=C1C(=O)NC1=CC(=CC=C1)C(CCC1CC1)N1CCOCC1)C(F)(F)F 1-(3-cyanophenyl)-N-(3-(3-cyclopropyl-1-morpholinopropyl)phenyl)-3-(trifluoromethyl)-1H-pyrazole-5-carboxamide